C1(=CC=CC=C1)C=1C=CC=2N(C3=CC=C(C=C3C2C1)C1=CC=CC=C1)C=1C(=NC(=C(C1C1=CC=CC=2N(C3=CC=CC=C3C12)C1=CC=CC=C1)N1C2=CC=C(C=C2C=2C=C(C=CC12)C1=CC=CC=C1)C1=CC=CC=C1)N1C2=CC=C(C=C2C=2C=C(C=CC12)C#N)C#N)N1C2=CC=C(C=C2C=2C=C(C=CC12)C#N)C#N 9,9'-(3,5-bis(3,6-diphenyl-9H-carbazol-9-yl)-4-(9-phenyl-9H-carbazol-4-yl)pyridine-2,6-diyl)bis(9H-carbazole-3,6-dicarbonitrile)